pyranone ethanolamine salt C(O)CN.O1C(C=CC=C1)=O